FC=1C=CC(=C(C1)C1CCN(CC1)C1COC2(CN(C2)C(=O)OC(C)(C)C)C1)O tert-butyl 7-(4-(5-fluoro-2-hydroxyphenyl)piperidin-1-yl)-5-oxa-2-azaspiro[3.4]octane-2-carboxylate